4-ethynylpyrazolo[1,5-a]pyridine-6-carboxamide C(#C)C=1C=2N(C=C(C1)C(=O)N)N=CC2